2-(Phenylimino)-1,3-thiazolidin-4-on C1(=CC=CC=C1)N=C1SCC(N1)=O